N1C(=CC=C1)\C(\C)=C\1/C(NC2=CC=C(C=C12)C1=C(C2=C(OCCN2C(=O)OC(C)(C)C)N=C1)C)=O tert-butyl (Z)-7-(3-(1-(1H-pyrrol-2-yl)ethylidene)-2-oxoindolin-5-yl)-8-methyl-2,3-dihydro-1H-pyrido[2,3-b][1,4]oxazine-1-carboxylate